nitrogen strontium europium silicate [Si]([O-])([O-])([O-])[O-].[Eu+3].[Sr+2].[N+3].[Si]([O-])([O-])([O-])[O-]